1'-[(6-chloro-3-pyridyl)methyl]-1,1,5-trimethyl-spiro[isobenzofuran-3,4'-piperidine] ClC1=CC=C(C=N1)CN1CCC2(CC1)OC(C1=CC=C(C=C12)C)(C)C